3-(azetidin-3-yl)pyridine dihydrochloride Cl.Cl.N1CC(C1)C=1C=NC=CC1